N-(2-ethyl-6-methylphenyl)1H-pyrrolo[2,3-b]pyridine-3-sulfonamide C(C)C1=C(C(=CC=C1)C)NS(=O)(=O)C1=CNC2=NC=CC=C21